BrC1=CC=C(C=C1)C1=C(C#N)C(=CC(=N1)C(C(F)(F)F)C)Cl 2-(4-bromophenyl)-4-chloro-6-(1,1,1-trifluoropropan-2-yl)nicotinonitrile